methyl 2-({[3-(4-hydroxy-4-methylpentyl)-3-cyclohexen-1-ylidene]methyl}amino)benzoate OC(CCCC=1CC(CCC1)=CNC1=C(C(=O)OC)C=CC=C1)(C)C